(Z)-2-cyano-3-hydroxy-3-(5-methylisoxazol-4-yl)-N-(naphthalen-1-yl)acrylamide C(#N)/C(/C(=O)NC1=CC=CC2=CC=CC=C12)=C(\C=1C=NOC1C)/O